OC=1C=C(C=CC1O)C=1N=C(NC1)CCC 3,4-dihydroxyphenyl-propylimidazole